ClC1=CC2=C(N=C(N=C2N2CCC(CC2)OC)C2=C(C(=CC(=C2F)OC)OC)F)C=N1 6-chloro-2-(2,6-difluoro-3,5-dimethoxyphenyl)-4-(4-methoxypiperidin-1-yl)pyrido[3,4-d]pyrimidine